2-(4-bromo-5-fluoro-2-iodo-phenyl)acetonitrile BrC1=CC(=C(C=C1F)CC#N)I